9-ethyl-β-carboline C(C)N1C2=CC=CC=C2C=2C=CN=CC12